5-(2-Methoxyanilino)-7-(methylamino)pyrazolo[1,5-a]pyrimidine COC1=C(NC2=NC=3N(C(=C2)NC)N=CC3)C=CC=C1